4-(tert-butoxycarbonyl)-2,3,4,5-tetrahydrobenzo[f][1,4]oxazepine C(C)(C)(C)OC(=O)N1CCOC2=C(C1)C=CC=C2